(S)-2-phenyl-pyrrolidine C1(=CC=CC=C1)[C@H]1NCCC1